P(=O)(OC[C@H]1O[C@@]([C@@H]([C@@H]1O)O)(C#N)C1=CC=C2C(=NC=NN21)N)(OC[C@@H](COCCCCCCCCCCCCCCCCC)OCC2=CC=CC=C2)O ((2R,3S,4R,5R)-5-(4-aminopyrrolo[2,1-f][1,2,4]triazin-7-yl)-5-cyano-3,4-dihydroxytetrahydrofuran-2-yl)methyl ((R)-2-(benzyloxy)-3-(heptadecyloxy)propyl) hydrogen phosphate